5-ethyl-N-[(3S)-6-fluoro-8-methyl-4-oxo-3,5-dihydro-2H-1,5-benzoxazepin-3-yl]-6,7-dihydro-5H-pyrrolo[1,2-b][1,2,4]triazole-2-carboxamide C(C)C1CCC=2N1N=C(N2)C(=O)N[C@H]2COC1=C(NC2=O)C(=CC(=C1)C)F